2-acrylamido-N-(6-(thien-2-yl)-1H-indol-3-yl)benzamide C(C=C)(=O)NC1=C(C(=O)NC2=CNC3=CC(=CC=C23)C=2SC=CC2)C=CC=C1